2-Methyl-6-((tetrahydrofuran-3-yl)methyl)-3,6-dihydro-4H-[1,4]oxazino[3,2-g]quinazoline-4,7(8H)-dione CC1=NC2=CC3=C(C=C2C(N1)=O)N(C(CO3)=O)CC3COCC3